C1(CC1)C=1C(=C2C=NNC2=CC1)CNC(C1=CC(=C(C(=C1)F)C(F)(F)F)F)=O N-((5-cyclopropyl-1H-indazol-4-yl)methyl)-3,5-difluoro-4-(trifluoro-methyl)benzamide